NC=1C2=C(N=CN1)N(C=C2)[C@@H]2C=C([C@H]([C@H]2O)O)CCC2=CC=C1C=CC(=NC1=C2)NC2CCC2 (1S,2R,5R)-5-(4-Amino-7H-pyrrolo[2,3-d]pyrimidin-7-yl)-3-(2-(2-(cyclobutylamino)quinolin-7-yl)ethyl)cyclopent-3-ene-1,2-diol